ClC1=CN=C2C(=N1)NC(=C2)C(C)C 3-chloro-6-isopropyl-5H-pyrrolo[2,3-b]pyrazine